CNC(O[C@@H]1CN(CC1)C=1C=CC=2N(C(C=C(N2)C2=NN3C(C(=NC(=C3)C)C)=C2)=O)C1)=O (S)-(1-(2-(4,6-dimethylpyrazolo[1,5-a]pyrazin-2-yl)-4-oxo-4H-pyrido[1,2-a]pyrimidin-7-yl) pyrrolidin-3-yl) methylcarbamate